C(C)(=O)N[C@H](C(=O)N1[C@@H]([C@H]2C([C@H]2C1)(C)C)C(=O)N[C@@H](C[C@H]1C(NCC1)=O)C(C(=O)NC)=O)C(C)(C)C (1R,2S,5S)-3-((S)-2-acetamido-3,3-dimethylbutanoyl)-6,6-dimethyl-N-((S)-4-(methylamino)-3,4-dioxo-1-((S)-2-oxopyrrolidin-3-yl)butan-2-yl)-3-azabicyclo[3.1.0]hexane-2-carboxamide